tris(p-nonylphenyl)phosphine C(CCCCCCCC)C1=CC=C(C=C1)P(C1=CC=C(C=C1)CCCCCCCCC)C1=CC=C(C=C1)CCCCCCCCC